O=C1NC(CCC1N1C(C2=CC=C(C=C2C1=O)N1CCN(CC1)CCC1=CC(=C(C=C1)NC1=NC=C(C(=C1)NC1=C(C(=O)NC)C=CC=C1)C(F)(F)F)OC)=O)=O 2-((2-((4-(2-(4-(2-(2,6-Dioxopiperidin-3-yl)-1,3-dioxoisoindolin-5-yl)piperazin-1-yl)ethyl)-2-methoxyphenyl)amino)-5-(trifluoromethyl)pyridin-4-yl)amino)-N-methylbenzamide